C(C)C(COCCCOC1=CC=CC=C1)CCCC 1-((2-ethylhexyl)oxy)-3-phenoxypropan